C[Si](CCOC=1N=C(N(C1)C)C1=C(C=CC=C1)NC([O-])=O)(C)C ((2-(trimethyl silyl)ethoxy (methyl)-1H-imidazol-2-yl)phenyl)carbamate